NC=1C=C(C=C(C1)C(F)(F)F)[C@@H](C)NC1=NC(=NC2=CC3=C(C=C12)N(CC(O3)(C)C)C)C (R)-N-(1-(3-amino-5-(trifluoromethyl)phenyl)ethyl)-2,6,8,8-tetramethyl-7,8-dihydro-6H-[1,4]oxazino[3,2-g]quinazolin-4-amine